C=1N=CN2C1C=CC(=C2)C=2OC1=C(C=C(C=C1C(C2)=O)C)C(C)NC2=C(C(=O)O)C=CC=C2 2-[1-(2-Imidazo[1,5-a]pyridin-6-yl-6-methyl-4-oxo-chromen-8-yl)ethylamino]benzoic acid